FC(C)(F)C1=C(C=CC(=C1)F)C1=C(C2=C(S1)C=C(C=C2)O)OC2=CC=C(C=C2)/C=C/C(=O)O (E)-3-(4-((2-(2-(1,1-difluoroethyl)-4-fluorophenyl)-6-hydroxybenzo[B]thiophen-3-yl)oxy)phenyl)acrylic acid